OCC1N(C(CNC1)CO)C1=CC=CC=2OCCOC21 5-(2,6-bis(hydroxymethyl)piperazin-1-yl)-2,3-dihydro-1,4-benzodioxine